(S)-2-methylazetidine (7,7-dimethyl-2-oxobicyclo[2.2.1]heptan-1-yl)methanesulfonate CC1(C2(C(CC1CC2)=O)CS(=O)(=O)O)C.C[C@@H]2NCC2